COC1=CC=CC(=N1)CN1N=CC2=C(C1=O)N(C1=C2SC(=N1)C)C 6-((6-Methoxypyridin-2-yl)methyl)-2,4-dimethyl-4,6-dihydro-5H-thiazolo[5',4':4,5]pyrrolo[2,3-d]pyridazin-5-one